NCCCNCCCS(=O)(=O)[O-] N-(3-aminopropyl)-3-aminopropanesulfonate